C[C@@H]1CC2=C(CN1)SC(=N2)N (R)-6-methyl-4,5,6,7-tetrahydrothiazolo[5,4-c]pyridin-2-amine